(9-benzyl-4-carbamoyl-1-oxo-3-thia-1,2,3,4-tetrahydrocarbazol-5-yl)oxyacetic acid C(C1=CC=CC=C1)N1C2=CC=CC(=C2C=2C(SCC(C12)=O)C(N)=O)OCC(=O)O